C(C)(C)(C)OC(=O)N1N=C(C=2C1=CN=CC2C2=C(C=C(C=C2F)CC=O)F)C=2C=NN(C2)C (2,6-difluoro-4-(2-oxoethyl)phenyl)-3-(1-methyl-1H-pyrazol-4-yl)-1H-pyrazolo[3,4-c]pyridine-1-carboxylic acid tert-butyl ester